(4-((7-methyl-7H-pyrrolo[2,3-D]pyrimidin-4-yl)oxy)phenyl)-2-(1H-pyrrol-2-yl)acetamide CN1C=CC2=C1N=CN=C2OC2=CC=C(C=C2)C(C(=O)N)C=2NC=CC2